racemic-ethyl-1-(1,3-dioxoisoindolin-2-yl)-3-fluoro-4-hydroxycyclopentane-1-carboxylate C(C)OC(=O)C1(CC(C(C1)O)F)N1C(C2=CC=CC=C2C1=O)=O